[4-[4-[2-[1-(2,6-dioxo-3-piperidyl)-3-methyl-2-oxo-benzimidazol-5-yl]ethynyl]piperidine-1-carbonyl]cyclohexyl]carbamate O=C1NC(CCC1N1C(N(C2=C1C=CC(=C2)C#CC2CCN(CC2)C(=O)C2CCC(CC2)NC([O-])=O)C)=O)=O